(1-methyl-1H-1,2,4-triazol-3-yl)-methanol CN1N=C(N=C1)CO